N-methyl-1-[2-(methylamino)acetyl]pyrrolidine-3-carboxamide hydrochloride Cl.CNC(=O)C1CN(CC1)C(CNC)=O